meta-xylenamine C1(CC(=CC=C1)C)(C)N